ClC1=C(C(=NN1C)C1=NOC(=C1)C)CN1CC(CCCC1)NCCC(C)C 1-((5-Chloro-1-methyl-3-(5-methylisoxazol-3-yl)-1H-pyrazol-4-yl)methyl)-N-isopentylazepan-3-amine